O1CCC[C@H]2CNCC[C@@H]21 trans-3,4,4a,5,6,7,8,8a-octahydro-2H-pyrano[3,2-c]pyridine